BrC1=NC=CC(=C1)C=1OC2=C(N1)C=C(C=C2)C2=CN=NN2C 2-(2-Bromopyridin-4-yl)-5-(1-methyl-1H-1,2,3-triazol-5-yl)benzo[d]oxazole